N6-(2-(4-(((2R,3S,4S)-3-Acetoxy-4-hydroxypyrrolidin-2-yl)methyl)phenoxy)acetyl)-L-lysine hydrochloride Cl.C(C)(=O)O[C@H]1[C@H](NC[C@@H]1O)CC1=CC=C(OCC(=O)NCCCC[C@H](N)C(=O)O)C=C1